propan-2-yl 2-[4-(4-chlorobenzoyl) phenoxy]-2-methylpropionate ClC1=CC=C(C(=O)C2=CC=C(OC(C(=O)OC(C)C)(C)C)C=C2)C=C1